N[C@H](C(=O)OC)C1CC1 methyl (S)-2-amino-2-cyclopropylacetate